tert-butyl (3S)-4-(7-bromo-6-chloro-2-((2-(dimethylamino)cyclopentyl)oxy)quinazolin-4-yl)-3-methylpiperazine-1-carboxylate BrC1=C(C=C2C(=NC(=NC2=C1)OC1C(CCC1)N(C)C)N1[C@H](CN(CC1)C(=O)OC(C)(C)C)C)Cl